NC(CCCCNC(CCCCC1SC[C@@H]2NC(N[C@@H]21)=O)=O)C(=O)NN N-(5-amino-6-hydrazinyl-6-oxohexyl)-5-((3aS,6aR)-2-oxohexahydro-1H-thieno[3,4-d]imidazol-4-yl)pentanamide